cyclobutane-1-carboxylic acid amide C1(CCC1)C(=O)N